N[C@H](C(=O)O)CC1=CNC2=NC=CC=C21 (S)-2-amino-3-(1H-pyrrolo[2,3-b]pyridin-3-yl)propionic acid